(2S)-N-(4-(Cyclopropylamino)-3,4-dioxo-1-((S)-2-oxopyrrolidin-3-yl)butan-2-yl)-2-((R)-3-(2-(difluoromethoxy)phenyl)pentanamido)-4,4-dimethylpentanamid C1(CC1)NC(C(C(C[C@H]1C(NCC1)=O)NC([C@H](CC(C)(C)C)NC(C[C@@H](CC)C1=C(C=CC=C1)OC(F)F)=O)=O)=O)=O